7-(6-(bis(4-methoxybenzyl)amino)-4-methyl-3-(trifluoromethyl)pyridin-2-yl)-6-methyl-2-(methylthio)-5,6,7,8-tetrahydroquinazolin-4-ol COC1=CC=C(CN(C2=CC(=C(C(=N2)C2C(CC=3C(=NC(=NC3C2)SC)O)C)C(F)(F)F)C)CC2=CC=C(C=C2)OC)C=C1